4-hydroxy-6-methyl-3-(tetrahydrofuran-2-carbonyl)-2H-pyran-2-one OC1=C(C(OC(=C1)C)=O)C(=O)C1OCCC1